NC1=CC(=C(C=C1)NC(C1=C(C=CC(=C1)NC(=O)[C@@H]1C([C@H]1C1=CC(=C(C=C1)F)C(F)(F)F)(Cl)Cl)Cl)=O)F N-(4-amino-2-fluoro-phenyl)-2-chloro-5-[[(1R,3R)-2,2-dichloro-3-[4-fluoro-3-(trifluoromethyl)phenyl]cyclopropanecarbonyl]-amino]benzamide